propylene glycol mono-tert-butyl ether acetate C(C)(=O)OC(COC(C)(C)C)C